N1C(=NC2=C1C=CC=C2)CNC2=NC(=NC=1N2N=CC1Cl)N1CCOCC1 N-[(1H-benzimidazol-2-yl)methyl]-8-chloro-2-(morpholin-4-yl)pyrazolo[1,5-a][1,3,5]triazin-4-amine